Cl\C=C(\C(F)(F)F)/F (Z)-1-Chloro-2,3,3,3-tetra-fluoropropene